S(=O)(=O)(C1=C(C(=CC=C1)N)N)C1=C(C(=CC=C1)N)N sulfonyl-bis(benzene-1,2-diamine)